2-(4-acetylphenyl)-7,7-dimethyl-10-(2-morpholinoethoxy)-5,12b-dihydro-1H,7H-chromeno[4,3-c][1,2,4]triazolo[1,2-a]Pyridazine C(C)(=O)C1=CC=C(C=C1)N1CN2N(CC=C3C2C=2C=CC(=CC2OC3(C)C)OCCN3CCOCC3)C1